methyl N2,N6-dibenzoyllysinate C(C1=CC=CC=C1)(=O)N[C@@H](CCCCNC(C1=CC=CC=C1)=O)C(=O)OC